S(=O)(=O)=NC(C1=CC(=C(C=C1)CN1N=CC=C1)OC)=O sulfonyl-3-methoxy-4-(pyrazol-1-ylmethyl)benzamide